3,3-Bis(hydroxymethyl)-2,3-dihydro-4H-benzo[h]chromen-4-one OCC1(COC2=C3C(=CC=C2C1=O)C=CC=C3)CO